(13S)-11-amino-15-(2,6-difluorophenyl)-13-methyl-4,7-dioxa-9-thia-11,14-diazatricyclo[8.5.0.02,8]pentadecan-1(10),2(8),14-trien-12-one NN1C=2SC=3OCCOCC3C2C(=N[C@H](C1=O)C)C1=C(C=CC=C1F)F